FC1=CC=CC=2N(C(=NC21)NC)C2=NC(=CC(=N2)C(C)([S@@](=O)(=N)C)C)N2[C@@H](COCC2)C 4-fluoro-N-methyl-1-{4-[1-methyl-1-((R)-S-methylsulfonimidoyl)ethyl]-6-[(3R)-3-methylmorpholin-4-yl]pyrimidin-2-yl}-1H-benzimidazol-2-amine